OC1=CC=C(C=2OC3=CC=CC(=C3C(C2)=O)O)C=C1 4',5-dihydroxyflavon